FC1=C(CN2C(C3=NC=CC=C3C2=O)([2H])[2H])C(=CC(=C1)C=1C2=CN(N=C2C(=CC1)OC1COCC1)C)F 6-(2,6-difluoro-4-(2-methyl-7-((tetrahydrofuran-3-yl)oxy)-2H-indazol-4-yl)benzyl)-6,7-dihydro-5H-pyrrolo[3,4-b]pyridin-5-one-7,7-d2